4-o-methylbenzylidene-2,6-di-t-butylcyclohex-2,5-dien-1-one CC1=C(C=C2C=C(C(C(=C2)C(C)(C)C)=O)C(C)(C)C)C=CC=C1